4-((S)-3-hydroxypiperidine-1-carbonyl)-N-(3-((S)-1-((4-methyl-4H-1,2,4-triazol-3-yl)thio)ethyl)phenyl)picolinamide O[C@@H]1CN(CCC1)C(=O)C1=CC(=NC=C1)C(=O)NC1=CC(=CC=C1)[C@H](C)SC1=NN=CN1C